Cl.NCC(=O)C1=CC(=CC=C1)C(F)(F)F 2-amino-1-(3-(trifluoromethyl)phenyl)ethan-1-one HCl salt